5-methylcytidine-3'-phosphate P(=O)(O)(O)O[C@H]1[C@H]([C@@H](O[C@@H]1CO)N1C(=O)N=C(N)C(=C1)C)O